N-(2-methoxy-phenyl)-nicotinamide COC1=C(C=CC=C1)NC(C1=CN=CC=C1)=O